2-chloro-4-[[5-(3-ethyl-1,2,4-oxadiazol-5-yl)-4-[[(1S)-2-hydroxy-1-phenyl-ethyl]amino]pyrimidin-2-yl]amino]-N-methyl-benzamide ClC1=C(C(=O)NC)C=CC(=C1)NC1=NC=C(C(=N1)N[C@H](CO)C1=CC=CC=C1)C1=NC(=NO1)CC